CSCCN 2-(methylthio)ethan-1-amine